N-hydroxy-3-((1-methyl-5-(pyridin-3-yl)-6-(trifluoromethyl)-1H-benzo[d]imidazol-2-yl)amino)benzamide ONC(C1=CC(=CC=C1)NC1=NC2=C(N1C)C=C(C(=C2)C=2C=NC=CC2)C(F)(F)F)=O